dioleoyl-phosphinic acid C(CCCCCCC\C=C/CCCCCCCC)(=O)P(O)(=O)C(CCCCCCC\C=C/CCCCCCCC)=O